BrC=1C=C2C(=NC(N(C2=CC1C1=C(C=CC(=C1)C)F)C=1C(=NC=CC1C)C(C)C)=O)Cl 6-bromo-4-chloro-7-(2-fluoro-5-methylphenyl)-1-(2-isopropyl-4-methylpyridin-3-yl)quinazolin-2(1H)-one